CN(C)CCN1N=NC(=C1)COC1=CC(=CC=C1)C(F)(F)F 1-[2-(N,N-dimethylamino)ethyl]-4-[(3-trifluoromethylphenoxy)methyl]-1H-1,2,3-triazole